C(C)(C)C1=CC=C(C=C1)C12CCN(CC2C1)C(=O)C1CC2(C1)NC(OC2)=O (rac)-(2s,4s)-2-(6-(4-Isopropylphenyl)-3-azabicyclo[4.1.0]heptane-3-carbonyl)-7-oxa-5-azaspiro[3.4]octan-6-one